N-(1-(3,4-dichlorobenzyl)-2,3-diketoindol-5-yl)isonicotinamide ClC=1C=C(CN2C(C(C3=CC(=CC=C23)NC(C2=CC=NC=C2)=O)=O)=O)C=CC1Cl